FC=1C(=NC=NC1)NC(CN1N=C(C2=C(C1=O)C=CC(=N2)C(F)(F)F)C(C)C)=O N-(5-fluoropyrimidin-4-yl)-2-[5-oxo-8-propan-2-yl-2-(trifluoromethyl)pyrido[2,3-d]pyridazin-6-yl]acetamide